1,2-diindenylethane C1(C=CC2=CC=CC=C12)CCC1C=CC2=CC=CC=C12